Methyl 3-acetyl-1-(2-((2-((3-chloro-2-fluorophenylmethyl) amino)-2-oxoethyl) (cyclopropyl) amino)-2-oxoethyl)-1H-indole-6-carboxylate C(C)(=O)C1=CN(C2=CC(=CC=C12)C(=O)OC)CC(=O)N(C1CC1)CC(=O)NCC1=C(C(=CC=C1)Cl)F